C(CCC)NCC(C)C 3-n-Butylamino-2-methylpropan